FC1=C(C=CC(=C1)F)CCCC1=CC(=CC=2N(C(=NC21)OC)C(=O)N)N2CCOCC2 (3-(2,4-difluorophenyl)propyl)-2-methoxy-6-morpholino-1H-benzo[d]Imidazole-1-carboxamide